O=S1(N=C(C2=C1C=CC=C2)N(\N=C\C2=CC(=C(C=C2)O)OC)CC(F)(F)F)=O 4-[(E)-[(1,1-dioxo-1,2-benzothiazol-3-yl)-(2,2,2-trifluoroethyl)-hydrazono]methyl]-2-methoxy-phenol